1-methyl-6-[4-[2-(2-oxaspiro[3.3]heptan-6-yloxy)ethoxy]phenoxy]indazole-5-carboxamide CN1N=CC2=CC(=C(C=C12)OC1=CC=C(C=C1)OCCOC1CC2(COC2)C1)C(=O)N